CN(C)CC=1C=CC2=C(N=C(O2)NC2=NC3=C(N2C)C=CC(=C3)F)C1 5-((dimethylamino)methyl)-N-(5-fluoro-1-methyl-1H-benzo[d]imidazol-2-yl)benzo[d]oxazol-2-amine